1-(4-ethoxyphenyl)-2,3-difluorobenzene C(C)OC1=CC=C(C=C1)C1=C(C(=CC=C1)F)F